[B].[Al].[Pb] lead-aluminium-boron